OC[C@@H]1N(CC=C1)C(=O)OC(C)(C)C tert-butyl (R)-2-(hydroxymethyl)-2,5-dihydro-1H-pyrrole-1-carboxylate